tert-butyl 1,7-diazaspiro[3.4]octane-1-carboxylate N1(CCC12CCNC2)C(=O)OC(C)(C)C